CCOC(=O)N1CCN(CC1)/[N+](=N/OC2=C(C=C(C=C2)[N+](=O)[O-])[N+](=O)[O-])/[O-] O2-(2,4-Dinitrophenyl) 1-[(4-ethoxycarbonyl)piperazin-1-yl]diazen-1-ium-1,2-diolate